tert-butyl N-[(2R)-1-[(tert-butyldimethylsilyl)oxy]-3-{4-chloro-7-methylthieno[3,2-c]pyridazin-6-yl}propan-2-yl]carbamate [Si](C)(C)(C(C)(C)C)OC[C@@H](CC1=C(C=2N=NC=C(C2S1)Cl)C)NC(OC(C)(C)C)=O